ClC1=CC=C(C(=N1)C1=NOC(N1)=O)O[C@H](C)C=1C=C(C=C2C(C(=C(OC12)C=1C(=NC=C(C1)F)F)C)=O)C 3-[6-Chloro-3-[(1R)-1-[2-(2,5-difluoro-3-pyridyl)-3,6-dimethyl-4-oxo-chromen-8-yl]ethoxy]-2-pyridyl]-4H-1,2,4-oxadiazol-5-one